N-[(1S)-1-(dicyclopropylmethyl)-2-[[5-(3-ethyl-5-methyl-1H-pyrazol-4-yl)-6-fluoro-2-pyridyl]amino]-2-oxo-ethyl]-2-(3-methylsulfonylpropyl)pyrazole-3-carboxamide C1(CC1)C([C@@H](C(=O)NC1=NC(=C(C=C1)C=1C(=NNC1C)CC)F)NC(=O)C=1N(N=CC1)CCCS(=O)(=O)C)C1CC1